3-(2-(3,7-dimethyl-2,6-dioxo-2,3,6,7-tetrahydro-1H-purin-1-yl)acetoxy)propyl nicotinate C(C1=CN=CC=C1)(=O)OCCCOC(CN1C(N(C=2N=CN(C2C1=O)C)C)=O)=O